3-Bromo-5-Tert-Butyl-N-(2,6-Dichloro-4-Nitro-Phenyl)-6-Hydroxy-2-Methyl-Benzamide BrC=1C(=C(C(=O)NC2=C(C=C(C=C2Cl)[N+](=O)[O-])Cl)C(=C(C1)C(C)(C)C)O)C